FC(C1CNCC(N1)C=1C(=C2COC(C2=CC1)=O)C)F 5-(6-(difluoromethyl)piperazin-2-yl)-4-methyl-isobenzofuran-1(3H)-one